α-methyl-benzylmethylamine CC(C1=CC=CC=C1)NC